NC1=NC=CC2=C(C=CC=C12)C=1C=C2C(=NN(C2=C(C1)C(N)=O)C1OCCCC1)COC1=C(C=CC=C1)CC(=O)O 2-(2-((5-(1-aminoisoquinolin-5-yl)-7-carbamoyl-1-(tetrahydro-2H-pyran-2-yl)-1H-indazol-3-yl)methoxy)phenyl)acetic acid